ClC1=CC=C(N=N1)C(=O)NC1CCOCC1 6-chloro-N-(tetrahydropyran-4-yl)pyridazine-3-carboxamide